OC1=C(C=C(C=C1C(C)(C)C)C(C)(C)C)N1N=C2C(=N1)C=CC(=C2)Cl 2-(2'-hydroxy-3',5'-di-t-butylphenyl)-5-chloro-2H-benzotriazole